C(C1=CC=CC=C1)OC1=CC=C2C=NNC2=C1C#CCOCC1=CC=CC=C1 6-(benzyloxy)-7-(3-(benzyloxy)prop-1-yn-1-yl)-1H-indazole